C(C)(=O)OCC(=O)NC=1C=NN(C1)C1=NC=C(C=C1C(F)(F)F)NC(=O)NC=1C=NC=2N(C1[C@H](C)OC)N=C(C2)Cl (S)-2-((1-(5-(3-(2-chloro-7-(1-methoxyethyl) pyrazolo[1,5-a]pyrimidin-6-yl) ureido)-3-(trifluoromethyl) pyridin-2-yl)-1H-pyrazol-4-yl) amino)-2-oxoethyl acetate